C(C)(C)OC1=NN(C=C1[N+](=O)[O-])[C@H](C#N)C (S)-2-(3-isopropoxy-4-nitro-1H-pyrazol-1-yl)propanenitrile